C1(CCCCCCC1)OCC1C2C=CC(C1)C2=O 5-cyclooctyloxymethyl-7-oxo-bicyclo[2.2.1]Hept-2-ene